N-[5-(2-hydroxypropan-2-yl)pyridin-2-yl]-3-oxo-2-[2-(2,2,2-trifluoroethoxy)phenyl]-2,3-dihydropyridazine-4-carboxamide OC(C)(C)C=1C=CC(=NC1)NC(=O)C=1C(N(N=CC1)C1=C(C=CC=C1)OCC(F)(F)F)=O